FC=1C=C(C=CC1)C[C@@H](C(N[C@@H](C[C@H]1C(NCC1)=O)C(COC(F)(F)F)=O)=O)NC(C(=O)NC)=O N1-((S)-3-(3-fluorophenyl)-1-oxo-1-(((S)-3-oxo-1-((S)-2-oxopyrrolidin-3-yl)-4-(trifluoromethoxy)butan-2-yl)amino)propan-2-yl)-N2-methyloxalamide